C(C)N1C2(CC(C3=CC(=CC=C13)F)=O)CCN(CC2)C(=O)N 1'-ethyl-6'-fluoro-4'-oxo-3',4'-dihydro-1'H-spiro[piperidine-4,2'-quinoline]-1-carboxamide